(R)-5-fluoro-2-(1-(2-fluoro-9H-purin-6-ylamino)ethyl)-3-(3-fluorophenyl)-4H-chromen-4-one FC1=C2C(C(=C(OC2=CC=C1)[C@@H](C)NC1=C2N=CNC2=NC(=N1)F)C1=CC(=CC=C1)F)=O